COC(=O)C1(CCC(CC1)NCC1=CC=CC=C1)N 1-amino-4-(benzylamino)cyclohexane-1-carboxylic acid methyl ester